C(C)(=O)N1CC2=C(CC1)N(N=C2N2CCCC1=CC(=C(C=C21)C(F)F)C=2C=NN(C2)C)C2CCN(CC2)CC2CCNCC2 4-((4-(5-acetyl-3-(7-(difluoromethyl)-6-(1-methyl-1H-pyrazol-4-yl)-3,4-dihydroquinolin-1(2H)-yl)-4,5,6,7-tetrahydro-1H-pyrazolo[4,3-c]pyridin-1-yl)piperidin-1-yl)methyl)piperidin